6-(hex-5-en-2-yl)-4-hydroxy-3-propionyl-2H-pyran-2-one CC(CCC=C)C1=CC(=C(C(O1)=O)C(CC)=O)O